dicyclohexyl-bis(methoxymethyl)silane C1(CCCCC1)[Si](COC)(COC)C1CCCCC1